hexa(4-hydroxy-phenoxy)cyclotriphosphazene OC1=CC=C(OP2(=NP(=NP(=N2)(OC2=CC=C(C=C2)O)OC2=CC=C(C=C2)O)(OC2=CC=C(C=C2)O)OC2=CC=C(C=C2)O)OC2=CC=C(C=C2)O)C=C1